nonacosanedioic acid C(CCCCCCCCCCCCCCCCCCCCCCCCCCCC(=O)O)(=O)O